1,4-Butylendicarboxylat C(CCCC(=O)[O-])C(=O)[O-]